C(C=C)C=C(C(=O)O)C.C(C(=C)C)(=O)O.C(=C)OC=C divinyl ether methacrylate (allyl-methacrylate)